[Si](C1=CC=CC=C1)(C1=CC=CC=C1)(C(C)(C)C)OCC1CCC(CC1)OCCCS(=O)(=O)C1=CC(=C(C=C1)NC1=NC=C(C(=N1)C=1C=NN(C1)C)C(F)(F)F)C N-[4-[3-[4-[[tert-butyl(diphenyl)silyl]oxymethyl]cyclohexoxy]propylsulfonyl]-2-methyl-phenyl]-4-(1-methylpyrazol-4-yl)-5-(trifluoromethyl)pyrimidin-2-amine